4-chloro-3-(3-methylbut-1-ynyl)pyridin-2-amine ClC1=C(C(=NC=C1)N)C#CC(C)C